ClCCCC1(OCCO1)CCBr 2-(3-chloropropyl)-2-(2-bromoethyl)-1,3-dioxolane